3,3'-difluoroazobenzene FC=1C=C(C=CC1)N=NC1=CC(=CC=C1)F